BrC1=CC=C(C=C1)C1COC2(CCC2)CN1C(=O)OC(C)(C)C tert-Butyl 7-(4-bromophenyl)-5-oxa-8-azaspiro[3.5]nonane-8-carboxylate